C(C)OC1=CC=C(C=C1)NS(=O)(=O)C=1C=C(C(=O)NC2=CC=C(C=C2)OC)C=CC1 3-(N-(4-ethoxyphenyl)sulfamoyl)-N-(4-methoxyphenyl)benzamide